5-(tributylstannyl)-[1,2,4]triazolo[1,5-a]pyridine C(CCC)[Sn](C1=CC=CC=2N1N=CN2)(CCCC)CCCC